3,4-Difluorocinnamoylguanidin FC=1C=C(C=CC(=O)NC(=N)N)C=CC1F